mono(1,3-bis(t-butyldimethylsilyl)indenyl)gadolinium [Si](C)(C)(C(C)(C)C)C1C(=C(C2=CC=CC=C12)[Si](C)(C)C(C)(C)C)[Gd]